Cl.OC(CN(CC(C)O)CC(C)O)C N,N,N-tris(2-hydroxypropyl)amine hydrochloride